CN1N=C(C=C1NC(=O)C1=CC=C2C=C(C=NC2=C1)C=1SC=CC1)C1=C(C=CC=C1)C N-(1-methyl-3-(o-tolyl)-1H-pyrazol-5-yl)-3-(thiophen-2-yl)quinoline-7-carboxamide